3-{4-[(2-amino-5-pyrimidinyl)oxy]phenyl}-1-[3-(difluoromethyl)phenyl]-2,4-imidazolidinedione NC1=NC=C(C=N1)OC1=CC=C(C=C1)N1C(N(CC1=O)C1=CC(=CC=C1)C(F)F)=O